N1(C=NC=C1)C=1N=C(C2=C(N1)C(=CN2COCC[Si](C)(C)C)I)C(=O)OCC Ethyl 2-(1H-imidazol-1-yl)-7-iodo-5-((2-(trimethylsilyl) ethoxy) methyl)-5H-pyrrolo[3,2-d]pyrimidine-4-carboxylate